N-((1r,4r)-4-(5-(6-(3-cyanopyrrolo[1,2-b]pyridazin-7-yl)-4-(oxetan-3-ylamino)pyridin-3-yl)-1,3,4-thiadiazol-2-yl)cyclohexyl)cyclopropanecarboxamide C(#N)C1=CC=2N(N=C1)C(=CC2)C2=CC(=C(C=N2)C2=NN=C(S2)C2CCC(CC2)NC(=O)C2CC2)NC2COC2